C(CCC)OC1=C(C=O)C=CC=C1 2-Butoxybenzaldehyde